N-cyclopropyl-4-[7-(6-cyclopropyl-pyridazin-3-yl)imidazo[1,2-a]pyridin-3-yl]-2-(difluoromethoxy)-6-methoxy-benzamide C1(CC1)NC(C1=C(C=C(C=C1OC)C1=CN=C2N1C=CC(=C2)C=2N=NC(=CC2)C2CC2)OC(F)F)=O